C(C1=CC=CC=C1)N(C=1SC2=C(N1)OC(C(=C2)C(=O)O)=O)C 2-(benzyl(methyl)amino)-5-oxo-5H-pyrano[2,3-d]thiazole-6-carboxylic acid